FC(C(C(C(C(C(F)(F)F)(F)F)(F)F)(F)F)(F)F)(C=CCCCCCC)F 1-(perfluorohexyl)octaneN